6-fluorobenzo[d]thiazol FC1=CC2=C(N=CS2)C=C1